3-[1-oxo-6-(4,4,5,5-tetramethyl[1,3,2]dioxaborolan-2-yl)-3,4-dihydro-1H-isoquinolin-2-yl]-propionic acid methyl ester COC(CCN1C(C2=CC=C(C=C2CC1)B1OC(C(O1)(C)C)(C)C)=O)=O